N2-(2-(1-(Cyclopropylsulfonyl)-1H-pyrazol-4-yl)pyrimidin-4-yl)-M-isopropyl-5-(3-morpholinoprop-1-yn-1-yl)pyridine-2,4-diamine C1(CC1)S(=O)(=O)N1N=CC(=C1)C1=NC=CC(=N1)NC1=NC=C(C(=C1C(C)C)N)C#CCN1CCOCC1